ClC=1C(=C(C(=CC1Cl)Cl)OC(C(=O)OC1=C(C(=C(C=C1Cl)Cl)Cl)C(=O)OCC(CC)C)=O)C(=O)OCC(CC)C bis{3,4,6-trichloro-2-[(2-methylbutoxy)carbonyl] phenyl}oxalate